CC1=CC2=C(CCOC23CC(NCC3)C)S1 2,2'-Di-methyl-spiro[6,7-dihydrothieno[3,2-c]pyran-4,4'-piperidine]